Diethylglyoxim C(C)C(C(=NO)CC)=NO